5-[2-(8-Oxa-3-azabicyclo[3.2.1]octan-3-yl)-9-pentan-3-yl-purin-6-yl]pyrazin-2-amin C12CN(CC(CC1)O2)C2=NC(=C1N=CN(C1=N2)C(CC)CC)C=2N=CC(=NC2)N